F[C@@H]1[C@@H](CNC1)NC(=O)[C@H]1CN(C[C@H](O1)C)C1=C2C=CC=NC2=C(C=C1)I cis-(2R,6R)-N-[4-fluoropyrrolidin-3-yl]-4-(8-iodo-5-quinolyl)-6-methyl-morpholine-2-carboxamide